C(C1=CC=CC=C1)[C@@H]1NC([C@H]2N(C1=O)CCC2)=O (3S,8aS)-3-benzylhexahydropyrrolo[1,2-a]pyrazine-1,4-dione